ClC=1C=C2C=C(NC2=CC1C1=NC=C(N=C1)OC)CNC(CCOC)=O N-{[5-chloro-6-(5-methoxy-2-pyrazinyl)-2-indolyl]methyl}3-methoxypropionamide